ClC1=CC(=C2C(=N1)C(=CS2)C)NCC=2SC=CC2 5-chloro-3-methyl-N-(thiophen-2-ylmethyl)thieno[3,2-b]pyridin-7-amine